FC=1C=C(C=CC1B1OC(C(O1)(C)C)(C)C)C1CN(CCO1)C(=O)OC(C)(C)C tert-butyl 2-(3-fluoro-4-(4,4,5,5-tetramethyl-1,3,2-dioxaborolan-2-yl)phenyl)morpholine-4-carboxylate